C(#N)C1=C(C=CC=C1)SC=1C=2N(C=C(C1)C=1C=NN(C1C)C1CCN(CC1)C)N=CC2 4-(2-Cyanophenyl)sulfanyl-6-[5-methyl-1-(1-methyl-4-piperidyl)pyrazol-4-yl]pyrazolo[1,5-a]pyridine